1-(tert-butyl) 2-methyl (2R,4S)-4-hydroxy-2-(methoxymethyl)pyrrolidine-1,2-dicarboxylate O[C@H]1C[C@](N(C1)C(=O)OC(C)(C)C)(C(=O)OC)COC